5-(((1R,3R)-3-hydroxycyclopentyl)amino)-3-methyl-8-(4-(trifluoromethyl)phenyl)pyrido[4,3-d]pyrimidin-4(3H)-one O[C@H]1C[C@@H](CC1)NC1=NC=C(C=2N=CN(C(C21)=O)C)C2=CC=C(C=C2)C(F)(F)F